N4,N4-dibenzyl-1-methyl-N1-(2,2,2-trifluoroethyl)cyclohexane-1,4-diamine C(C1=CC=CC=C1)N(C1CCC(CC1)(NCC(F)(F)F)C)CC1=CC=CC=C1